2-((10-((Didodecylamino)oxy)-10-oxodecyl)((9Z,12Z)-octadeca-9,12-dien-1-yl)amino)ethan-1-ol C(CCCCCCCCCCC)N(OC(CCCCCCCCCN(CCO)CCCCCCCC\C=C/C\C=C/CCCCC)=O)CCCCCCCCCCCC